(E)-3-(2-hydroxy-3-methoxyphenyl)-1-phenyl-2-propen-1-one OC1=C(C=CC=C1OC)/C=C/C(=O)C1=CC=CC=C1